6-(4-(trifluoromethyl)phenyl)pyridazin-3(2H)-one FC(C1=CC=C(C=C1)C=1C=CC(NN1)=O)(F)F